4-[[5-[3-morpholinyl-5-(trifluoromethyl)-2-pyridinyl]tetrazol-2-yl]methyl]benzohydroxamic acid N1(CCOCC1)C=1C(=NC=C(C1)C(F)(F)F)C=1N=NN(N1)CC1=CC=C(C(=O)NO)C=C1